(R)-2-(pyridin-2-yl)-5-(4-(4-(trifluoromethyl)pyrazolo[1,5-a]pyridin-2-yl)-6,7-dihydro-1H-imidazo[4,5-c]pyridin-5(4H)-yl)-1,3,4-oxadiazole N1=C(C=CC=C1)C=1OC(=NN1)N1[C@H](C2=C(CC1)NC=N2)C2=NN1C(C(=CC=C1)C(F)(F)F)=C2